BrC=1C=C(C#N)C=C(C1)Cl 3-Bromo-5-chloro-benzonitrile